2,6-Dihydroxy-4-methylpyridin OC1=NC(=CC(=C1)C)O